Tert-Butyl (S)-(1-(2-Chloro-4-Methyl-6-(Trifluoromethyl)Nicotinoyl)Pyrrolidin-3-Yl)Carbamate ClC1=C(C(=O)N2C[C@H](CC2)NC(OC(C)(C)C)=O)C(=CC(=N1)C(F)(F)F)C